C(#N)/C(/C(=O)OCC)=C\OCC ethyl (2e)-2-cyano-3-ethoxyprop-2-enoate